CC1=NC(=C(C#N)C=C1)NC1=CC=CC=C1 6-methyl-2-(phenylamino)nicotinonitrile